tert-butyl (3S,4R)-4-((4-(3-(2,6-dioxopiperidin-3-yl)-1-methyl-1H-indazol-6-yl)piperidin-1-yl)methyl)-3-fluoropiperidine-1-carboxylate O=C1NC(CCC1C1=NN(C2=CC(=CC=C12)C1CCN(CC1)C[C@@H]1[C@@H](CN(CC1)C(=O)OC(C)(C)C)F)C)=O